2-(4-cyclopropylthiophen-3-yl)ethan-1-ol tert-butyl-(3S)-3-{[(1,3-dioxo-1,3-dihydro-2H-isoindol-2-yl)oxy]methyl}pyrrolidine-1-carboxylate C(C)(C)(C)C1N(CC[C@@H]1CON1C(C2=CC=CC=C2C1=O)=O)C(=O)OCCC1=CSC=C1C1CC1